cis-methyl 1-(picolinamido)-3-(trifluoromethyl)cyclohexanecarboxylate N1=C(C=CC=C1)C(=O)N[C@]1(C[C@H](CCC1)C(F)(F)F)C(=O)OC